N,N-dimethyl-5-nitropyridin-2-amine CN(C1=NC=C(C=C1)[N+](=O)[O-])C